ON(C(\C=C\C1=C(C=CC=C1)N1CCN(CC1)C(=O)C1(CC1)C=1C=NC=CC1)=O)O (E)-N-hydroxy-3-(2-(4-(1-(pyridin-3-yl)cyclopropane-1-carbonyl)piperazin-1-yl)phenyl)-N-hydroxyacrylamide